C(C)(C)C1=C(C(=CC(=C1)COC)C(C)C)CC(=O)NS(=O)(=N)C1=C(N=C(S1)C(C)(C)O)CO 2-(2,6-diisopropyl-4-(methoxymethyl)phenyl)-N-(4-(hydroxymethyl)-2-(2-hydroxypropan-2-yl)thiazole-5-sulfonimidoyl)acetamide